C(C)OC(=O)C1=NS(C2=C1C=CC=C2C(F)(F)F)(=O)=O 7-(Trifluoromethyl)benzo[D]isothiazole-3-carboxylic acid ethyl ester 1,1-dioxide